6-(2-oxo-2-(4-(2-oxo-7-(trifluoromethyl)-2,3-dihydro-1H-benzo[d]imidazol-1-yl)piperidin-1-yl)ethyl)quinoline-8-carbonitrile O=C(CC=1C=C2C=CC=NC2=C(C1)C#N)N1CCC(CC1)N1C(NC2=C1C(=CC=C2)C(F)(F)F)=O